5-(4-fluorophenyl)-6-(hydroxymethyl)-4-oxopyridine-3-carboxamide FC1=CC=C(C=C1)C=1C(C(C=NC1CO)C(=O)N)=O